ClC=1C(=NC=C(C1)B(O)O)C(=O)N[C@H](C(F)(F)F)C 3-chloro-5-(dihydroxyboryl)-N-[(2S)-1,1,1-trifluoropropan-2-yl]pyridine-2-carboxamide